OCC1=CC=C(C=C1)[Li] [4-(hydroxymethyl)phenyl]lithium